O=C1NC(CCC1NC1=CC=C(C=C1)C1CCN(CC1)C1C(CN(CC1)CCCC(=O)O)(F)F)=O 4-(4-(4-((2,6-dioxopiperidin-3-yl)amino)phenyl)-3',3'-difluoro-[1,4'-bipiperidin]-1'-yl)butanoic acid